OC1CCN(CC1)CC[C@H](C=1C=NC(=CC1)C1=CN=NC=C1)NC(OC(C)(C)C)=O tert-butyl (R)-(3-(4-hydroxypiperidin-1-yl)-1-(6-(pyridazin-4-yl)pyridin-3-yl)propyl)carbamate